C(C)(C)(C)C1=CC(=C(C=C1O)CC(=O)NC1=CC=C(S1)C(=O)NC(C)(C)C#N)F 5-[[2-(4-Tert-butyl-2-fluoro-5-hydroxy-phenyl)acetyl]amino]-N-(1-cyano-1-methyl-ethyl)thiophene-2-carboxamide